FC=1C(=CC2=C(C(N3[C@@H](CO2)C[C@@H](C3)O)=O)C1OCC(F)(F)F)C (2S,11aR)-7-Fluoro-2-hydroxy-8-methyl-6-(2,2,2-trifluoroethoxy)-2,3,11,11a-tetrahydro-1H,5H-benzo[f]pyrrolo[2,1-c][1,4]oxazepin-5-one